ClC1=C(C(=O)NC2=C3C=NN(C3=CC=C2)C=2C=NC=C(C2)C(F)(F)F)C=C(C=C1)CNC(CC(C)(C)C)=O 2-Chloro-5-{[(3,3-dimethylbutyryl)amino]methyl}-N-{1-[5-(trifluoromethyl)pyridin-3-yl]-1H-indazol-4-yl}benzamide